sodium lithium 2-(t-butyl)-2-methylpropionate C(C)(C)(C)C(C(=O)[O-])(C)C.[Li+].[Na+].C(C)(C)(C)C(C(=O)[O-])(C)C